F[P-](F)(F)(F)(F)F.Br[P+](N1CCCC1)(N1CCCC1)N1CCCC1 Bromo-tris-pyrrolidino-phosphonium hexafluorophosphate